N-(6-(5-chloro-6-fluoro-7-(1,2,2,2-tetrafluoroethyl)-1H-indazol-4-yl)imidazo[1,2-a]pyrazin-2-yl)-2-fluorocyclopropane-1-carboxamide ClC=1C(=C2C=NNC2=C(C1F)C(C(F)(F)F)F)C=1N=CC=2N(C1)C=C(N2)NC(=O)C2C(C2)F